C(C(=C)C)(=O)OC(C(C(C(C(C(C(CC(F)(F)F)F)(F)F)(F)F)(F)F)(F)F)(F)F)(F)F hexadecafluorononyl methacrylate